2-bromo-1-(3-fluoro-2-(1H-1,2,3-triazol-1-yl)pyridin-4-yl)ethan-1-one BrCC(=O)C1=C(C(=NC=C1)N1N=NC=C1)F